2,2-bis(3,5-difluoro-4-hydroxyphenyl)hexafluoropropane FC=1C=C(C=C(C1O)F)C(C(F)(F)F)(C(F)(F)F)C1=CC(=C(C(=C1)F)O)F